[Ge].[Gd].[Na] sodium-gadolinium-germanium